1-cyclopropylpyrazol-4-amine C1(CC1)N1N=CC(=C1)N